C12(CCCCC1)OC1=C(O2)C=CC=C1 spiro[1,3-benzodioxol-2,1'-cyclohexane]